N-(3-(3-morpholinoquinoxaline-6-carbonyl)phenyl)-3-(trifluoromethyl)benzamide O1CCN(CC1)C=1C=NC2=CC=C(C=C2N1)C(=O)C=1C=C(C=CC1)NC(C1=CC(=CC=C1)C(F)(F)F)=O